BrC1=CC2=CN(N=C2C=C1C(F)(F)F)C 5-bromo-2-methyl-6-(trifluoromethyl)-2H-indazole